2-oxa-8-azabicyclo[3.3.0]octa-1(5),3,6-triene C1=2OC=CC2C=CN1